C(C)O[Si](CCCN(C(=S)N)CCC[Si](OCC)(OCC)OCC)(OCC)OCC N,N-bis[3-(triethoxysilyl)propyl]thiourea